6-((1-(1-methyl-1H-pyrazol-4-yl)-2-((2-methyl-5-(2-(piperidin-3-yl)ethoxy)benzyl)amino)-2-oxoethyl)amino)-6-oxohexanoic acid CN1N=CC(=C1)C(C(=O)NCC1=C(C=CC(=C1)OCCC1CNCCC1)C)NC(CCCCC(=O)O)=O